O1C=CC=C2C1=CC(C=C2)=O [1]-benzopyran-7-one